8-(1-(tert-butyl)-3-(4-chloro-3-fluorophenyl)-1H-pyrrolo[2,3-b]pyridine-6-carbonyl)-1,3,8-triazaspiro[4.5]decane-2,4-dione C(C)(C)(C)N1C=C(C=2C1=NC(=CC2)C(=O)N2CCC1(C(NC(N1)=O)=O)CC2)C2=CC(=C(C=C2)Cl)F